FC(C(=O)N[C@H]1[C@H](OC(C)C)O[C@@H]([C@@H]([C@@H]1O)O)CO)(F)F isopropyl 2-deoxy-2-trifluoroacetamido-β-D-galactopyranoside